racemic-(1S,2R,5R)-3-[(5-chloropyrazin-2-yl)(methyl)amino]-2-fluoro-8-azabicyclo[3.2.1]octane-8-carboxylic acid tert-butyl ester C(C)(C)(C)OC(=O)N1[C@@H]2[C@@H](C(C[C@H]1CC2)N(C)C2=NC=C(N=C2)Cl)F |r|